COC(=O)[C@H]1N(CC(C1)(C)O)C(=O)OC(C)(C)C (2S)-4-hydroxy-4-methylpyrrolidine-1,2-dicarboxylic acid 1-tert-butyl 2-methyl ester